(S)-3-(4-(2-(4-((R)-3-acetoxy-2-chloropropoxy)phenyl)propan-2-yl)phenoxy)propane-1,2-diyl diacetate C(C)(=O)OC[C@H](COC1=CC=C(C=C1)C(C)(C)C1=CC=C(C=C1)OC[C@H](COC(C)=O)Cl)OC(C)=O